CC1=C(C(=CC=C1)C)C#CC(=O)O 3-(2,6-dimethylphenyl)propiolic acid